O1C=C(C(=C1)C(=O)O)C(=O)O furan-3,4-dicarboxylic acid